ditetradecylphenyl-tetramethyl-ethylenediamine C(CCCCCCCCCCCCC)C(C(N(C)C)C1=CC=CC=C1)(N(C)C)CCCCCCCCCCCCCC